6-[3-(1,3-dimethylpyrazol-4-yl)-7,8-dihydro-5H-1,6-naphthyridin-6-yl]-5-methyl-N-(thiazol-2-ylmethyl)pyridine-3-carboxamide CN1N=C(C(=C1)C=1C=NC=2CCN(CC2C1)C1=C(C=C(C=N1)C(=O)NCC=1SC=CN1)C)C